C(C#C)OC1=C(C=CC=C1)NC=1C(C2=CC=CC=C2C(C1)=O)=O 2-(2-propargyloxyphenylamino)-1,4-naphthoquinone